ClC=1C=C(C(=NC1)OC=1C=CC=2N(C1)C(=C(N2)C(=O)NC2(CCS(CC2)(=O)=O)C)C)OCC 6-[(5-chloro-3-ethoxy-2-pyridyl)oxy]-3-methyl-N-(4-methyl-1,1-dioxo-thian-4-yl)imidazo[1,2-a]pyridine-2-carboxamide